BrC=1C=CC(=NC1)N1CCS(CC1)=N 4-(5-bromopyridin-2-yl)-1-thiomorpholine-1-imine